COC1=CC=C(/C(=N/OS(=O)(=O)CC2=CC=CC=C2)/C#N)C=C1 (Z)-4-methoxy-N-(toluenesulfonyloxy)iminobenzyl cyanide